3-(5-ethyl-1,3-thiazol-2-yl)-5-{[(2R)-4-methylmorpholin-2-yl]methoxy}-N-{(1R)-1-[2-(trifluoromethyl)pyrimidin-5-yl]ethyl}benzamide C(C)C1=CN=C(S1)C=1C=C(C(=O)N[C@H](C)C=2C=NC(=NC2)C(F)(F)F)C=C(C1)OC[C@H]1CN(CCO1)C